4-(2-aminoethoxy)-N2,N6-bis(4-(2-aminoethoxy)quinolin-2-yl)pyridine-2,6-dicarboxamide tert-butyl-N-[1-[4-[3-(chroman-4-ylcarbamoylamino)pyrazol-1-yl]phenyl]-1-methyl-ethyl]carbamate C(C)(C)(C)OC(NC(C)(C)C1=CC=C(C=C1)N1N=C(C=C1)NC(NC1CCOC2=CC=CC=C12)=O)=O.NCCOC1=CC(=NC(=C1)C(=O)NC1=NC2=CC=CC=C2C(=C1)OCCN)C(=O)NC1=NC2=CC=CC=C2C(=C1)OCCN